N1C=NC2=C1C=CC(=C2)N2C(NC(C2C2=C(C(=CC=C2F)Cl)F)=NC2CCCC1=CC=CC=C21)=O 1-(1H-Benzoimidazol-5-yl)-5-(3-chloro-2,6-difluoro-phenyl)-4-(1,2,3,4-tetrahydro-naphthalen-1-ylimino)-imidazolidin-2-on